BrC1=CC=C(C=C1)OCC=C(C)C 1-bromo-4-((3-methylbut-2-en-1-yl)oxy)benzene